C1(CC1)S(=O)(=O)N1N=CC(=C1)C1=NN=C(O1)C(=O)N1[C@@H](C2=C(CC1)NC=N2)C2=NN1C(C(=CC=C1)F)=C2 (S)-(5-(1-(cyclopropylsulfonyl)-1H-pyrazol-4-yl)-1,3,4-oxadiazol-2-yl)(4-(4-fluoropyrazolo[1,5-a]pyridin-2-yl)-6,7-dihydro-1H-imidazo[4,5-c]pyridin-5(4H)-yl)methanone